2-chloro-4-(5-((1r,3r,5s)-3-((5-cyclopropyl-3-(2,6-dichlorophenyl)isoxazol-4-yl)methoxy)-8-azabicyclo[3.2.1]oct-8-yl)-1,2,4-oxadiazol-3-yl)benzoic acid ClC1=C(C(=O)O)C=CC(=C1)C1=NOC(=N1)N1[C@H]2CC(C[C@@H]1CC2)OCC=2C(=NOC2C2CC2)C2=C(C=CC=C2Cl)Cl